N-octadecenyl-2-methyl-3,5-dihydroxypyridin-4-one C(=CCCCCCCCCCCCCCCCC)N1C(=C(C(C(=C1)O)=O)O)C